2-benzyloxyethyl methacrylate C(C(=C)C)(=O)OCCOCC1=CC=CC=C1